6α,9α-difluoro-11β-hydroxy-16β-methyl-3-oxoandrosta-1,4-diene-17β-carboxylate F[C@H]1C[C@H]2[C@@H]3C[C@@H]([C@@H]([C@@]3(C)C[C@@H]([C@@]2([C@]2(C=CC(C=C12)=O)C)F)O)C(=O)[O-])C